tert-butyl (3S,5S)-3-{[6-chloro-8-(methoxycarbonyl) pyrido[3,2-d]pyrimidin-4-yl]amino}-5-fluoropiperidine-1-carboxylate ClC=1C=C(C=2N=CN=C(C2N1)N[C@@H]1CN(C[C@H](C1)F)C(=O)OC(C)(C)C)C(=O)OC